FC=1C=CC2=C(C(C3=C(SC2)C2=C(C=C3)C=CS2)O)C1 8-fluoro-6,11-dihydrobenzo[e]thieno[3',2':5,6]benzo[1,2-b]thiepin-6-ol